CC1(C=CC=C1)[Pt](C)(C)C (Methylcyclopentadienyl)trimethyl-platinum